1,3,5-tris(3-mercaptopropyl)-1,3,5-triazine SCCCN1CN(CN(C1)CCCS)CCCS